C(C)NC(=O)N1[C@@H]([C@@]2(COC(C(N2)=O)F)CCC1)CO[C@@H]1CC[C@@H](CC1)C1=CC=CC=C1 |o1:6,7| rel-(6R,7S)-N-ethyl-3-fluoro-2-oxo-7-({[(CIS)-4-phenylcyclohexyl]oxy}methyl)-4-oxa-1,8-diazaspiro[5.5]undecane-8-carboxamide